N-cyclopropyl-2-fluoro-4-methyl-5-{1-[6-(4-methyl-piperazine-1-sulfonyl)-imidazo[1,2-a]pyridin-3-yl]-1H-pyrazol-4-yl}-benzamide C1(CC1)NC(C1=C(C=C(C(=C1)C=1C=NN(C1)C1=CN=C2N1C=C(C=C2)S(=O)(=O)N2CCN(CC2)C)C)F)=O